2-[3-ethylsulfonyl-7-(trifluoromethyl)imidazo[1,2-a]pyridin-2-yl]-6-(trifluoromethoxy)isoindolin-1-one C(C)S(=O)(=O)C1=C(N=C2N1C=CC(=C2)C(F)(F)F)N2C(C1=CC(=CC=C1C2)OC(F)(F)F)=O